1-(8-amino-3,4-dihydroquinolin-1(2H)-yl)ethan-1-one NC=1C=CC=C2CCCN(C12)C(C)=O